N1CCC=CC1 1,2,3,6-tetrahydro-pyridine